hydroxy-methylphenyl-acetic acid OC(C(=O)O)(C1=CC=CC=C1)C